The molecule is a zwitterion obtained by transfer of a proton from the carboxy to the amino terminus of 5-methoxy-D-tryptophan; major species at pH 7.3. COC1=CC2=C(C=C1)NC=C2C[C@H](C(=O)[O-])[NH3+]